(S)-3-Fluoro-9-(3-methylisoxazol-4-yl-methyl)-2-((R)-3-methylmorpholin-4-yl)-8-trifluoromethyl-6,7,8,9-tetrahydro-pyrimido[1,2-a]-pyrimidin-4-one FC1=C(N=C2N(C1=O)CC[C@H](N2CC=2C(=NOC2)C)C(F)(F)F)N2[C@@H](COCC2)C